1H,3H-Benzol C1CCCC=C1